[O-2].[Zn+3].[O-2].[O-2].[Zn+3] Zinc (iii) oxide